[2-(1,3-dioxolan-2-yl)pyridin-3-yl](2-fluorophenyl)methanol O1C(OCC1)C1=NC=CC=C1C(O)C1=C(C=CC=C1)F